5-bromo-1,3-dimethylindoline-3-carboxamide BrC=1C=C2C(CN(C2=CC1)C)(C(=O)N)C